5-(methylamino)piperidine-3-carboxamide CNC1CC(CNC1)C(=O)N